NC1=NC=C(C2=C1C(=NN2C2CCC(CC2)O)C2=CC=C(C=C2)OC2=CC=CC=C2)OC 4-[4-Amino-7-methoxy-3-(4-phenoxy-phenyl)-pyrazolo[4,3-c]pyridin-1-yl]-cyclohexanol